(2-amino-6-(5-fluoro-1H-indol-4-yl)imidazo[1,2-a]pyridin-3-yl)((1s,2s)-2-fluorocyclopropyl)methanone NC=1N=C2N(C=C(C=C2)C2=C3C=CNC3=CC=C2F)C1C(=O)[C@H]1[C@H](C1)F